C(C)C1(CC1)C#CC1=CC=CC2=C1COCCN2C2=NC=1N(C3=CC=CC(=C23)F)C(=NN1)C 6-[2-(1-Ethylcyclopropyl)ethynyl]-1-(6-fluoro-1-methyl-[1,2,4]triazolo[4,3-a]quinazolin-5-yl)-3,5-dihydro-2H-4,1-benzoxazepine